C(C)C1=NN=C(S1)NC(=O)C1=NN2C(C(N(CC2)CC2=NC=CC=C2C)=O)=C1C1CC1 3-Cyclopropyl-5-(3-methylpyridin-2-ylmethyl)-4-oxo-4,5,6,7-tetrahydropyrazolo[1,5-a]pyrazine-2-carboxylic acid (5-ethyl-[1,3,4]thiadiazol-2-yl) amide